C(#N)C=1C=C(COC2=C(C=O)C=CC(=C2)OCC2=C(C(=CC=C2)C2=C(C=CC(=C2)F)F)F)C=CC1 2-(3-Cyanobenzyloxy)-4-[2-fluoro-3-(2,5-difluorophenyl)benzyloxy]Benzaldehyde